diisopropyl ((((3R,5R)-5-(6-benzamido-9H-purin-9-yl)tetrahydrofuran-3-yl)oxy)methyl)phosphonate C(C1=CC=CC=C1)(=O)NC1=C2N=CN(C2=NC=N1)[C@H]1C[C@H](CO1)OCP(OC(C)C)(OC(C)C)=O